C(CCC)C1(CS(C2=C(N(C1)C1=CC=CC=C1)C=C(C(=C2)CSC(C(=O)OC)(C)C)OC)(=O)=O)CCCC methyl 2-(((3,3-dibutyl-7-methoxy-1,1-dioxido-5-phenyl-2,3,4,5-tetrahydro-1,5-benzothiazepin-8-yl)methyl)thio)-2-methylpropanoate